methyl (R)-6-chloro-3-((1-(2-(3,3-difluorocyclobutyl)-3,6-dimethyl-4-oxo-3,4-dihydroquinazolin-8-yl)ethyl)amino)picolinate ClC1=CC=C(C(=N1)C(=O)OC)N[C@H](C)C=1C=C(C=C2C(N(C(=NC12)C1CC(C1)(F)F)C)=O)C